ClC1=C(C=CC(=C1)F)NC=1C(C(C1NCC1=C(C=C(C=C1)C1=NOC(=N1)C(F)(F)F)F)=O)=O 3-((2-chloro-4-fluorophenyl)amino)-4-((2-fluoro-4-(5-(trifluoromethyl)-1,2,4-oxadiazol-3-yl)benzyl)amino)cyclobut-3-ene-1,2-dione